(R or S)-1-(5-(5-(azetidin-3-yloxy)-6-(trifluoromethyl)nicotinoyl)-2-(4-isopropylphenyl)-2,3,4,5,5a,6,8,9-octahydro-7H-1,2,5,7-tetraazabenzo[cd]azulen-7-yl)prop-2-en-1-one N1CC(C1)OC=1C(=NC=C(C(=O)N2CCC=3N(N=C4CCN(C[C@H]2C34)C(C=C)=O)C3=CC=C(C=C3)C(C)C)C1)C(F)(F)F |o1:23|